FC1=C(C=C(OC2=CC(=C(C=C2C)C(=N)N(C)CC)C)C=C1)C(F)(F)F (4-(4-fluoro-3-trifluoromethylphenoxy)-2,5-dimethylphenyl)-N-ethyl-N-methylformamidine